O[C@H]1[C@@H](O[C@H]([C@@H](C1)O)C)O[C@@H](CCCCCCCCC(=O)NCCO)C (R)-10-(((2R,3R,5R,6S)-3,5-dihydroxy-6-methyltetrahydro-2H-pyran-2-yl)oxy)-N-(2-hydroxyethyl)-undecanamide